FC(CNCC(F)(F)F)(F)F bis(2,2,2-trifluoroethyl)amine